NC1=CC(N(C2=NC(=CC=C12)C(F)(F)F)C1=CC=C(C=C1)C(CC)O)=O 4-Amino-1-(4-(1-hydroxypropyl)phenyl)-2-oxo-7-(trifluoromethyl)-1,2-dihydro-1,8-naphthyridine